C(C)OC([C@H]([C@@H](C1=CC=C(C=C1)S(=O)(=O)C)O)N)=O (2S,3R)-2-amino-3-hydroxy-3-(4-(methylsulfonyl)phenyl)propionic acid ethyl ester